2-Phenyl-3-(piperidin-4-YL)-1H-indole C1(=CC=CC=C1)C=1NC2=CC=CC=C2C1C1CCNCC1